Methyl (E)-2-((hydroxyimino)methyl)-1-methylcyclobutane-1-carboxylate O\N=C\C1C(CC1)(C(=O)OC)C